C1CCC2=C(C=3CCCC3C=C12)NC(=O)N=[S@@](=O)(N)C=1SC(=CC1)C1=CC=CC=C1 |o1:16| (S) or (R)-N'-((1,2,3,5,6,7-hexahydro-s-indacen-4-yl)carbamoyl)-5-phenylthiophene-2-sulfonimidamide